ClC1=CC(=C(C(=N1)C[C@@]1(C[C@H](N(CC1)C(=O)OC(C)(C)C)C)C(=O)OC(C)(C)C)F)I di-tert-butyl (2R,4R)-4-((6-chloro-3-fluoro-4-iodopyridin-2-yl)methyl)-2-methylpiperidine-1,4-dicarboxylate